CN(C=1C=C2C(=CC=NC2=CC1)NC1=NC=C(C=C1)C1=NC=2C(=NC=C(C2)NC2=CC(=NC=C2)C)N1)C N6,N6-dimethyl-N4-(5-(6-((2-methylpyridin-4-yl)amino)-3H-imidazo[4,5-b]pyridin-2-yl)pyridin-2-yl)quinoline-4,6-diamine